5-[(4-acetylamino-3-fluoro-phenyl)sulfonylamino]thiazole-4-carboxylic acid C(C)(=O)NC1=C(C=C(C=C1)S(=O)(=O)NC1=C(N=CS1)C(=O)O)F